hexacosanic acid C(CCCCCCCCCCCCCCCCCCCCCCCCC)(=O)O